1,3,5-tris(6-(3-(pyridin-3-yl)phenyl)pyridine-2-yl)benzene N1=CC(=CC=C1)C=1C=C(C=CC1)C1=CC=CC(=N1)C1=CC(=CC(=C1)C1=NC(=CC=C1)C1=CC(=CC=C1)C=1C=NC=CC1)C1=NC(=CC=C1)C1=CC(=CC=C1)C=1C=NC=CC1